CN1CCC(=CC1)C1=CC=C2C=C(N(C2=C1)S(=O)(=O)C1=CC=CC=C1)C=O (6-(1-methyl-1,2,3,6-tetrahydropyridin-4-yl)-1-(phenylsulfonyl)-1H-indol-2-yl)methanone